5-methyl-3-(methylsulfonyl)pyrrolidine aluminum bis(ethyl-4,4,4-trifluoroacetoacetate) C(C)C(C(=O)[O-])C(=O)C(F)(F)F.C(C)C(C(=O)[O-])C(=O)C(F)(F)F.[Al+2].CC1CC(CN1)S(=O)(=O)C